Cl.C(C1=CC=CC=C1)(=O)N1N=C(C=C1NCC=1SC(=CC1)Cl)C1CCNCC1 1-Benzoyl-N-[(5-chlorothiophen-2-yl)methyl]-3-(piperidin-4-yl)-1H-pyrazol-5-amin hydrochlorid